C(C1=CC=CC=C1)(=O)C=1C(=C(C(=NC1)C(=O)NCC(=O)OCC)O)C ethyl 2-[(5-benzoyl-3-hydroxy-4-methyl-pyridine-2-carbonyl)amino]acetate